1',2',3',6'-tetrahydro-[3,4'-bipyridine]-6-methanol N1=CC(=CC=C1CO)C=1CCNCC1